FC(OC1=C(C=CC=C1)S(=O)(=O)N1CC(OCC1)C1=C(SC2=C1C=CC=C2)C(=O)N)(F)F [4-[2-(Trifluoromethoxy)phenyl]-sulfonylmorpholin-2-yl]benzothiophen-2-carboxamid